BrC=1C=C(C(=C(C=O)C1)O)OC 5-bromo-2-hydroxy-3-methoxybenzaldehyde